Racemic-1-benzyl 6a-methyl 5-benzyl-3a-(3-(4,4,5,5-tetramethyl-1,3,2-dioxaborolan-2-yl)propyl)hexahydropyrrolo[3,4-b]pyrrole-1,6a-dicarboxylate C(C1=CC=CC=C1)N1CC2(N(CCC2(C1)CCCB1OC(C(O1)(C)C)(C)C)C(=O)OCC1=CC=CC=C1)C(=O)OC